6,7-dimethoxy-1-((1-methyl-1H-indol-3-yl)meth-yl)-3,4-dihydroisoquinoline-2(1H)-formaldehyde COC=1C=C2CCN(C(C2=CC1OC)CC1=CN(C2=CC=CC=C12)C)C=O